C(#N)C=1C=C(CNC(=O)C=2N=CN(C2)C2=NC(=NC=C2C)N[C@@H]2COCC2)C=CC1 (S)-N-(3-cyano-benzyl)-1-(5-methyl-2-((tetrahydrofuran-3-yl)amino)-pyrimidin-4-yl)-1H-imidazole-4-carboxamide